trimethyl-[2-[5-(oxan-2-yloxy)pyridin-3-yl]ethynyl]silane C[Si](C#CC=1C=NC=C(C1)OC1OCCCC1)(C)C